O=C(C(=O)N)N1[C@H](CN([C@@H](C1)C)C(=O)C1(CC1)C)C1=CC=CC=C1 |r| 2-oxo-2-[rac-(2S,5R)-5-methyl-4-(1-methylcyclopropanecarbonyl)-2-phenyl-piperazin-1-yl]acetamide